C1(=CC=CC2=CC=CC=C12)S(=O)(=O)O.OC1=C(C=O)C(=CC=C1)OC[C@H]1N(CCOC1)CC1=C(N=CC=C1)CCO (S)-2-hydroxy-6-((4-(2-(2-hydroxyethyl)nicotinyl)morpholin-3-yl)methoxy)benzaldehyde naphthalenesulfonate